ClC1=NC(=C2N=C(N(C2=N1)C1=CC(=CC=C1)OC)C)NN=CC1=CC(=CC=C1)C 2-chloro-9-(3-methoxyphenyl)-8-methyl-6-(2-(3-methylbenzylidene)hydrazinyl)-9H-purine